Cl.COC([C@H](CCNC(=O)OC(C)(C)C)N)=O.FC=1C=C(C=C(C1)C)NC1=C(C(=O)N)C=C(C=N1)NC1=CC=C(C=C1)C=C 2-((3-fluoro-5-methylphenyl)amino)-5-((4-vinylphenyl)amino)nicotinamide methyl-(2S)-2-amino-4-[(tert-butoxy)carbonylamino]butanoate HCl salt